tert-butyl (R)-4-(4-(3'-(((5-fluoro-2-methoxyphenyl)(1H-indole-2-yl)methyl)carbamoyl)-[1,1'-biphenyl]-4-yl)piperazine-1-yl)piperidine-1-carboxylate FC=1C=CC(=C(C1)[C@H](C=1NC2=CC=CC=C2C1)NC(=O)C=1C=C(C=CC1)C1=CC=C(C=C1)N1CCN(CC1)C1CCN(CC1)C(=O)OC(C)(C)C)OC